BrCC(=O)C1=CC(=CC=C1)C=C 2-bromo-1-(3-ethenylphenyl)ethan-1-one